ClC1=NC=C(C(=C1)C1=C(C=NC(=C1)C)C(=O)NC=1SC2=C(N1)C=C(C=C2)OCCOC(F)(F)F)OC 2'-chloro-5'-methoxy-6-methyl-N-{5-[2-(trifluoromethoxy)ethoxy]-1,3-benzothiazol-2-yl}-[4,4'-bipyridine]-3-carboxamide